C(C)OC(=O)C=1C(=NN(C1C=1C(=NC(=CC1)NCC)F)CC)C 1-ethyl-5-(6-(ethylamino)-2-fluoropyridin-3-yl)-3-methyl-1H-pyrazole-4-carboxylic acid ethyl ester